CN1N=C(C(=C1)C1=NN=C(O1)C(=O)N1[C@H](C2=C(CC1)NC=N2)C2=NN1C(C=CC=C1)=C2)C(F)(F)F (R)-(5-(1-methyl-3-(trifluoromethyl)-1H-pyrazol-4-yl)-1,3,4-oxadiazol-2-yl)(4-(pyrazolo[1,5-a]pyridin-2-yl)-6,7-dihydro-1H-imidazo[4,5-c]pyridin-5(4H)-yl)methanone